FC=1C(=NC(=NC1NC1=NNC(=C1)C)NC1C2CC3(CC(CC1C3)C2)O)CO trans-4-[(5-fluoro-4-(hydroxymethyl)-6-[(5-methyl-1H-pyrazol-3-yl)amino]pyrimidin-2-yl)amino]adamantan-1-ol